2-butoxy-7-(4-((3-methoxylazetidin-1-yl)methyl)benzyl)-5H-pyrrolo[3,2-d]pyrimidin-4-amine C(CCC)OC=1N=C(C2=C(N1)C(=CN2)CC2=CC=C(C=C2)CN2CC(C2)OC)N